i-amyl nitrate [N+](=O)(OCCC(C)C)[O-]